C1=CC(=CC(=C1)O)C[C@@H](C(=O)O)N The molecule is a hydroxyphenylalanine that is L-phenylalanine with a substituent hydroxy group at position 3. It has a role as a plant metabolite. It is a hydroxyphenylalanine, a L-phenylalanine derivative, a non-proteinogenic L-alpha-amino acid and a member of phenols. It is a tautomer of a L-m-tyrosine zwitterion.